BrC=1C=C(C=C(C1)Cl)C1N(C=CC(C1)=O)C(=O)OC1=CC=CC=C1 phenyl 2-(3-bromo-5-chloro-phenyl)-4-oxo-2,3-dihydropyridine-1-carboxylate